C[Si](O[Si](C=C)(C=C)C)(C=C)C=C 1,3-dimethyl-1,1,3,3-tetravinyl-Disiloxane